tert-butyl 4-((4-((4-methoxy-4-oxobutyl)carbamoyl)piperazin-1-yl)methyl)piperidine-1-carboxylate COC(CCCNC(=O)N1CCN(CC1)CC1CCN(CC1)C(=O)OC(C)(C)C)=O